ClC=1C(=C2C=NNC2=C(C1F)CN1C(=NC=C1)C)C=1N=CC=2N(C1)C=C(N2)NC(=O)[C@H]2[C@H](C2)F (1S,2S)-N-(6-(5-chloro-6-fluoro-7-((2-methyl-1H-imidazol-1-yl)methyl)-1H-indazol-4-yl)imidazo[1,2-a]pyrazin-2-yl)-2-fluorocyclopropane-1-carboxamide